4-[3-[2,6-Dichloro-4-(4-methyl-4,7-diazaspiro[2.5]octan-7-yl)benzoyl]-2,4-dihydro-1,3-benzoxazin-8-yl]-5-fluoro-2-morpholin-4-ylbenzoic acid ClC1=C(C(=O)N2COC3=C(C2)C=CC=C3C3=CC(=C(C(=O)O)C=C3F)N3CCOCC3)C(=CC(=C1)N1CCN(C3(CC3)C1)C)Cl